OC(C)C1=CC(=CC=C1)O 1,3-dihydroxyethylbenzene